ClC1=NC=C(C(=N1)C)CN1N=NC(=C1)[N+](=O)[O-] 2-chloro-4-methyl-5-((4-nitro-1H-1,2,3-triazol-1-yl)methyl)pyrimidine